O1C(=CC=C1)CN(C(=O)NC1=CC=C(C=C1)C)CC=1C(NC=2C=C3C(=CC2C1)OCCO3)=O 1-(furan-2-ylmethyl)-3-(4-methylphenyl)-1-[(7-oxo-3,6-dihydro-2H-[1,4]dioxino[2,3-g]quinolin-8-yl)methyl]urea